C(CCCCCCCCCCC)(=O)OC[C@@H](OC(CCCCCCCCCCC)=O)COP(=O)(O)OCC[N+](C)(C)C 1,2-dilauroyl-sn-glycero-3-phosphorylcholine